C1(=C(C(=CC=C1)S(=O)([O-])=S)C=1C(=CC=CC1)O)O biphenolthiosulfonate